N1=C(C=CC=C1)C1=NC(=CC(=C1)C=1C=C(C=C(C1)OCCCCCCN1C=[N+](C=C1)C)OCCCCCCN1C=[N+](C=C1)C)C1=NC=CC=C1 1,1'-(((5-([2,2':6',2''-terpyridine]-4'-yl)-1,3-phenylene)bis(oxy))bis(hexane-6,1-diyl))bis(3-methyl-1H-imidazol-3-ium)